[Si](=O)=O.[Cu].[C] carbon copper silicon dioxide